C(C)OC(=O)C1=C(N=C(S1)NC1=NC(=CC(=N1)C1=CC=C(C=C1)N)N1CCC(CC1)O)C 2-[4-(4-(amino)phenyl)-6-(4-hydroxy-piperidin-1-yl)-pyrimidin-2-ylamino]-4-methylthiazole-5-carboxylic acid ethyl ester